7-chloro-9-(7-(difluoromethyl)-6-(1-methyl-1H-pyrazol-4-yl)-3,4-dihydroquinolin-1(2H)-yl)-1,3,4,5-tetrahydro-2H-benzo[c]Azepine-2-carboxylic acid tert-butyl ester C(C)(C)(C)OC(=O)N1CC2=C(CCC1)C=C(C=C2N2CCCC1=CC(=C(C=C21)C(F)F)C=2C=NN(C2)C)Cl